FN=C(F)F.FN=C(F)F.C(C)N1CN(C=C1)C 1-ethyl-3-methylimidazole bistrifluoromethane-imine salt